COC[C@@H](C(=O)O)OC1=CC=C2C(=CC(OC2=C1)=O)C1=C(C=CC=C1)C (S)-3-methoxy-2-((2-oxo-4-(o-tolyl)-2H-chromen-7-yl)oxy)propanoic acid